6-methoxy-2-(2-oxoethyl)indoline-1,2-dicarboxylic acid 1-tert-butyl 2-methyl ester COC(=O)C1(N(C2=CC(=CC=C2C1)OC)C(=O)OC(C)(C)C)CC=O